3-(4-(8-Chloro-7-((2-methyl-1H-benzo[d]imidazol-6-yl)oxy)quinoxalin-2-yl)-1H-pyrazol-1-yl)-3-methylbutanamide ClC=1C(=CC=C2N=CC(=NC12)C=1C=NN(C1)C(CC(=O)N)(C)C)OC=1C=CC2=C(NC(=N2)C)C1